FC(C)(F)C1=NC(=NO1)C12CCC(CC1)(CC2)CN(C(=O)C21CC(C2)(C1)F)C1=CC(=CC=C1)C(NCC)=O N-((4-(5-(1,1-difluoroethyl)-1,2,4-oxadiazol-3-yl)bicyclo[2.2.2]octan-1-yl)methyl)-N-(3-(ethylcarbamoyl)phenyl)-3-fluorobicyclo[1.1.1]pentane-1-carboxamide